2,5-dicarboxyphenyl sulfone C(=O)(O)C1=C(C=C(C=C1)C(=O)O)S(=O)(=O)C1=C(C=CC(=C1)C(=O)O)C(=O)O